2-(allylthio)-1-(3,4-dichlorophenyl)-1-ethanone C(C=C)SCC(=O)C1=CC(=C(C=C1)Cl)Cl